(S)-3-methylpyrrolidine C[C@@H]1CNCC1